(S)-N-((S)-1-(6-bromo-1-neopentyl-1H-indol-3-yl)-2,2-difluoroethyl)-2-methylpropane-2-sulfinamide BrC1=CC=C2C(=CN(C2=C1)CC(C)(C)C)[C@@H](C(F)F)N[S@@](=O)C(C)(C)C